5-((5-fluoro-2-methoxybenzyl)amino)-N-hydroxy-1-(tetrahydro-2H-pyran-2-yl)-1H-indazole-3-carboxamide FC=1C=CC(=C(CNC=2C=C3C(=NN(C3=CC2)C2OCCCC2)C(=O)NO)C1)OC